C(C)(=O)N1[C@@H](C[C@H](C1)F)C(=O)N[C@@H](C1=CC=C2C=NNC2=C1)C1=NC(=C(C=C1)C(C)C)F |o1:12| (2S,4R)-1-acetyl-4-fluoro-N-[(S) or (R)-[6-fluoro-5-(propan-2-yl)pyridin-2-yl](1H-indazol-6-yl)methyl]pyrrolidine-2-carboxamide